CC(N1C(=O)C=CC1=O)N2C(=O)C=CC2=O bismaleimidoethane